diphosphonic acid P(=O)(O)OP(=O)O